(3-ethynylphenyl)(2,8-diazaspiro[4.5]dec-2-yl)methanone 2,2,2-trifluoroacetate FC(C(=O)O)(F)F.C(#C)C=1C=C(C=CC1)C(=O)N1CC2(CC1)CCNCC2